CC1=C(C(=CC(=C1)C)C)S(=O)(=O)N=S(C1=CC=CC=C1)C1=CC=CC=C1 N-(2,4,6-trimethylbenzenesulfonyl)diphenylsulfilimine